3-(chlorofluoromethyl)-1-methylpyrazol ClC(C1=NN(C=C1)C)F